6-chloro-N-[1-(2-fluoroethyl)-5-methyl-1H-pyrazol-4-yl]-7-[(3S)-3-methyl-4-(oxetan-3-yl)piperazin-1-yl]quinazolin-2-amine ClC=1C=C2C=NC(=NC2=CC1N1C[C@@H](N(CC1)C1COC1)C)NC=1C=NN(C1C)CCF